C1=C(C=CC=2OC3=C(C21)C=CC=C3)C(C)NC3=CN=C(N(C3=O)CC(=O)N)C=3C=NNC3 2-(5-((1-(dibenzo[b,d]furan-2-yl)ethyl)amino)-6-oxo-2-(1H-pyrazol-4-yl)pyrimidin-1(6H)-yl)acetamide